(2-(2-Iodoethoxy)ethyl)carbamic acid tert-butyl ester C(C)(C)(C)OC(NCCOCCI)=O